C(C)(C)(C)OC(=O)N1[C@H]2CN([C@@H](C1)C2)C=2C=CC=C1C(=NN(C21)C)C=2C(=NC(=CC2)OCC2=CC=CC=C2)OCC2=CC=CC=C2.NC2=CC=C(C(=O)NC=1C=NC=C(C1)C)C=C2 4-amino-N-(5-methylpyridin-3-yl)benzamide tert-butyl-(1R,4R)-5-(3-(2,6-bis(benzyloxy)pyridin-3-yl)-1-methyl-1H-indazol-7-yl)-2,5-diazabicyclo[2.2.1]heptane-2-carboxylate